2-((1,3-dihydroxy-2-(hydroxymethyl)propan-2-yl)amino)ethane-1-sulfonic acid OCC(CO)(CO)NCCS(=O)(=O)O